C1(=CC=CC=C1)CON1[C@@H]2CC[C@H](N(C1=O)C2)C(NC(C2=CC=C(C=C2)F)=O)=N N-(((2S,5R)-6-(phenylmethyloxy)-7-oxo-1,6-diazabicyclo[3.2.1]oct-2-yl)(imino)methyl)-4-fluorobenzamide